N1([C@@H](CNCC1)C(=O)OC(C)(C)C)C(=O)OC(C)(C)C ditert-butyl (2S)-piperazine-1,2-dicarboxylate